(2S,4S)-4-fluoro-1-[2-[4-[(8-methyl-4-quinolinyl)oxy]-1-piperidinyl]acetyl]pyrrolidine-2-carbonitrile F[C@H]1C[C@H](N(C1)C(CN1CCC(CC1)OC1=CC=NC2=C(C=CC=C12)C)=O)C#N